C(#C)C=1SC=C(N1)C(=O)NCCC1=CC=C(C=C1)C=1C=NN(C1)C 2-Ethynyl-N-(4-(1-methyl-1H-pyrazol-4-yl)phenethyl)thiazole-4-carboxamide